3-((1E,3E)-2-nitrohexa-1,3-diene-1-yl)-1H-indole [N+](=O)([O-])/C(=C/C1=CNC2=CC=CC=C12)/C=C/CC